N1(C=NC=C1)C1=CC=CC(=N1)C(=O)NC=1C(=NC=CC1)C 6-(1H-imidazol-1-yl)-N-(2-methylpyridin-3-yl)picolinamide